ClC1=CC=C2[C@@]3(CCOC2=C1)CN(C1=C(OC3)C=CC(=C1)C(=O)OC)C[C@H]1[C@@H](CC1)C=O (S)-METHYL 7'-CHLORO-5-(((1R,2R)-2-FORMYLCYCLOBUTYL)METHYL)-4,5-DIHYDRO-2H-SPIRO[BENZO[B][1,4]OXAZEPINE-3,4'-CHROMAN]-7-CARBOXYLATE